(S)-2-(diethylamino)-N-(5-(1-(6-ethoxy-5-methoxypyridin-2-yl)-2-(methylsulfonyl)ethyl)-4,6-dioxo-5,6-dihydro-4H-thieno[3,4-c]pyrrol-1-yl)acetamide C(C)N(CC(=O)NC=1SC=C2C1C(N(C2=O)[C@H](CS(=O)(=O)C)C2=NC(=C(C=C2)OC)OCC)=O)CC